4-(4-Bromo-5-methyl-triazol-1-yl)piperidine HCl Cl.BrC=1N=NN(C1C)C1CCNCC1